magnesium-potassium sulfate S(=O)(=O)([O-])[O-].[K+].[Mg+2]